[N+](=O)([O-])C1CCCCC1O 6-nitrocyclohexan-1-ol